ClC=1C=C(C=CC1)C1=C(C(=CC=C1)C[C@@H]1N(C[C@@H]([C@@H]1NS(=O)(=O)C)F)C(=O)C1OCC1)F N-[(2S,3R,4S)-2-[(3'-chloro-2-fluoro[1,1'-biphenyl]-3-yl)methyl]-4-fluoro-1-(oxetane-2-carbonyl)pyrrolidin-3-yl]methanesulfonamide